6-cyclopropaneamido-4-{[2-methoxy-3-(1,2-thiazol-5-yl)phenyl]amino}-N-(2H3)methylpyridazine-3-carboxamide C1(CC1)C(=O)NC1=CC(=C(N=N1)C(=O)NC([2H])([2H])[2H])NC1=C(C(=CC=C1)C1=CC=NS1)OC